COC=1C=CC=C2C(=NC=NC12)N1CC(C1)CCNC(OC(C)(C)C)=O tert-butyl 2-(1-(8-methoxyquinazolin-4-yl)azetidin-3-yl)ethylcarbamate